2-((2S,6r)-4-(2-hydroxyethyl)-2,6-dimethylpiperazin-1-yl)acetic acid tert-butyl ester C(C)(C)(C)OC(CN1[C@H](CN(C[C@H]1C)CCO)C)=O